O.O[C@@H]1[C@H](O)[C@@H](O)[C@H](O)[C@H](O1)CO α-D-Glucose monohydrate